3,4-difluorophenylboronic acid dimethyl ester COB(OC)C1=CC(=C(C=C1)F)F